C(C1CO1)OCCC[SiH2]CCOCC(OC)OC γ-glycidoxypropyldimethoxyethoxyethylsilane